FC(C=1C=C(O[C@H]2CN(CC2)C2(CCOCC2)C(=O)N[C@@H](C)C2=CC=C(C(=O)O)C=C2)C=CC1)(F)F 4-[(1S)-1-[[4-[(3R)-3-[3-(Trifluoromethyl)phenoxy]pyrrolidin-1-yl]tetrahydropyran-4-carbonyl]amino]ethyl]benzoic acid